BrC1=CC=C(C=C1)N1C(CN(CC1)C(=O)OC(C)(C)C)=O tert-butyl 4-(4-bromophenyl)-3-oxopiperazine-1-carboxylate